4-(6-chloroimidazo[1,2-b]pyridazin-8-yl)morpholine Zinc [Zn].ClC=1C=C(C=2N(N1)C=CN2)N2CCOCC2